N-(7-(hydroxyamino)-7-oxoheptyl)-3-methoxy-4-((5-nitro-1H-indol-3-yl)methyl)benzamide ONC(CCCCCCNC(C1=CC(=C(C=C1)CC1=CNC2=CC=C(C=C12)[N+](=O)[O-])OC)=O)=O